C(C)(C)[Ge] (isopropyl)germanium